2-(6,7-dichloro-4-methoxy-1H-indole-2-carbonyl)-N-[(2S)-4-hydroxy-3-oxo-1-[(3S)-2-oxopyrrolidin-3-yl]butan-2-yl]-hexahydro-1H-cyclopenta[c]pyrrole-1-carboxamide ClC1=CC(=C2C=C(NC2=C1Cl)C(=O)N1C(C2C(C1)CCC2)C(=O)N[C@@H](C[C@H]2C(NCC2)=O)C(CO)=O)OC